FC1=CC=C(C=C1)C1=CC=C(S1)C1(COC1)C(=O)N1CCN(CC1)C (3-(5-(4-fluorophenyl)thiophen-2-yl)oxetan-3-yl)(4-methylpiperazin-1-yl)methanone